ClC1=CC=C(CCC2=NOC(=N2)CN2N=CC=C(C2=O)CC)C=C1 2-((3-(4-chlorophenethyl)-1,2,4-oxadiazol-5-yl)methyl)-4-ethylpyridazin-3(2H)-one